3-bromofuro[3,4-b]pyridine-5,7-dione BrC=1C=C2C(=NC1)C(OC2=O)=O